BrC1=CC=C(C=C1)/C=C/CCC=1C=C2C(=NC=NN2C1)C1=CC(=C(C=C1)CNC(OC(C)(C)C)=O)C tert-butyl N-[[4-[6-[(E)-4-(4-bromophenyl)but-3-enyl]pyrrolo[2,1-f][1,2,4]triazin-4-yl]-2-methyl-phenyl]methyl]carbamate